CC(C(=O)OCOC=1C(=NC=CC1OC)C(=O)N[C@@H]1C(O[C@H]([C@@H]([C@H](C(OC1)=O)CC1=CC=CC=C1)OC(C(C)C)=O)C)=O)C [[4-methoxy-2-[[[(3S,7R,8R,9S)-9-methyl-8-(2-methyl-1-oxopropoxy)-2,6-dioxo-7-(phenylmethyl)-1,5-dioxonan-3-yl]amino]-carbonyl]-3-pyridinyl]oxy]methyl 2-methylpropanoate